CC=1N=C2SC=CN2C1CN1CCC(CC1)C=1C=C2CN(C(C2=CC1)=O)C1C(NC(CC1)=O)=O 3-(5-(1-((6-methylimidazo[2,1-b]thiazol-5-yl)methyl)piperidin-4-yl)-1-oxoisoindolin-2-yl)piperidine-2,6-dione